COC1=NC2=CC=NC=C2C=C1CC1=CC=C(C=C1)N1C(OC(C1)C)=O 3-(4-((2-methoxy-1,6-naphthyridin-3-yl)methyl)phenyl)-5-methyloxazolidin-2-one